NC1=C(C(=NN1C(C([2H])([2H])[2H])C([2H])([2H])[2H])C1=CC=C(C=C1)C(C(=O)NC1=CC(=NO1)CC(C)(C)C)C)C(=O)N 5-Amino-3-[4-[2-[[3-(2,2-dimethylpropyl)isoxazol-5-yl]amino]-1-methyl-2-oxoethyl]phenyl]-1-[2,2,2-trideuterio-1-(trideuteriomethyl)ethyl]pyrazole-4-carboxamide